3-(3-ethoxypropoxy)-1-[(1r,4r)-4-(morpholin-4-yl)cyclohexyl]-1H-pyrazol-4-amine C(C)OCCCOC1=NN(C=C1N)C1CCC(CC1)N1CCOCC1